5-(7-Hydroxy-6-(1-methyl-1H-pyrazol-4-yl)-3,4-dihydroquinolin-1(2H)-yl)-1,3-dimethyl-7-(tetrahydro-2H-pyran-4-yl)-1,6-naphthyridin-2(1H)-one OC1=C(C=C2CCCN(C2=C1)C1=C2C=C(C(N(C2=CC(=N1)C1CCOCC1)C)=O)C)C=1C=NN(C1)C